2-hydroxy-4-(octyloxy)phenyl-(phenyl)methanone OC1=C(C=CC(=C1)OCCCCCCCC)C(=O)C1=CC=CC=C1